5-(4-fluorophenyl)-6-isopropyl-7-(6-methylsulfonyl-3-pyridyl)-1H-pyrazolo[4,3-g]Quinoline (trifluoroacetate) FC(C(=O)O)(F)F.FC1=CC=C(C=C1)C1=C(C(=NC2=CC3=C(C=C12)C=NN3)C=3C=NC(=CC3)S(=O)(=O)C)C(C)C